P(O)(=O)(F)F fluorofluorophosphoric acid